5-chloro-7-fluoro-2-(4-fluorophenyl)-1H-indole ClC=1C=C2C=C(NC2=C(C1)F)C1=CC=C(C=C1)F